2-bromo-8-methoxy-10,10-dimethyl-10,11-dihydro-1,11-diaza-benzo[b]fluoren-5-one BrC=1C=CC=2C=3C(C4=C(C(C3NC2N1)(C)C)C=C(C=C4)OC)=O